C(C1=CC=CC=C1)N1CC(C(C(C1)C)=O)C 1-Benzyl-3,5-dimethylpiperidin-4-one